C(C)(=O)O[C@H]1[C@@H](SC2=C(C=CC(=C2)Br)Cl)O[C@@H]([C@@H]([C@@H]1N=[N+]=[N-])OC(C)=O)COC(C)=O 5-Bromo-2-chlorophenyl 2,4,6-tri-O-acetyl-3-azido-3-deoxy-1-thio-α-D-galactopyranoside